1-((chloromethoxy)methyl)-4-nitrobenzene ClCOCC1=CC=C(C=C1)[N+](=O)[O-]